[I-].C(C)(C)(C)OC(=O)N[C@@H](C)C(=O)OC[N+]1(CCC=C(C1)C1=NSN=C1OCCCCCC)C 1-((((Tert-butoxycarbonyl)-L-alanyl)oxy)methyl)-5-(4-(hexyloxy)-1,2,5-thiadiazol-3-yl)-1-methyl-1,2,3,6-tetrahydropyridin-1-ium iodide